C(C)(C)(C)C1=NN=C(O1)C=1C(=CC2=C(N(C([C@H](CS2)NC(OC(C)(C)C)=O)=O)CC2=CC=C(C=C2)Cl)C1)F tert-butyl N-[(3R)-7-(5-tert-butyl-1,3,4-oxadiazol-2-yl)-5-[(4-chlorophenyl)methyl]-8-fluoro-4-oxo-2,3-dihydro-1,5-benzothiazepin-3-yl]carbamate